Methyl 3-(2-(1,3-dioxoisoindolin-2-yl)ethyl)cyclobut-1-enecarboxylate O=C1N(C(C2=CC=CC=C12)=O)CCC1C=C(C1)C(=O)OC